acetyl syringate C(C1=CC(OC)=C(O)C(OC)=C1)(=O)OC(C)=O